2,3-Dichloronaphthalene ClC1=CC2=CC=CC=C2C=C1Cl